BrC=1C=C(C(=NC1)C=1OC2=C(N1)C=C(C=C2)S(C(F)(F)F)(=O)=N)S(=O)(=O)CC [2-(5-bromo-3-ethylsulfonyl-2-pyridyl)-1,3-benzoxazol-5-yl]-imino-oxo-(trifluoromethyl)-lambda6-Sulfane